4,6-difluorophenylpyridinium FC1=CC=C(C(=C1)F)[N+]1=CC=CC=C1